C(C)(=O)C1=C(C2=CN(N=C2C(=C1)C(=O)OC)COCC[Si](C)(C)C)OC methyl 5-acetyl-4-methoxy-2-((2-(trimethylsilyl)ethoxy)methyl)-2H-indazole-7-carboxylate